4-phenyl-6-(4-(3-pyridyl)phenyl)-1,3,5-triazine C1(=CC=CC=C1)C1=NC=NC(=N1)C1=CC=C(C=C1)C=1C=NC=CC1